ethyl 2-({6-[(1,3-benzothiazol-2-yl)amino]-4-[(benzyloxy)methyl]-5-methylpyridin-3-yl}amino)-1,3-thiazole-4-carboxylate S1C(=NC2=C1C=CC=C2)NC2=C(C(=C(C=N2)NC=2SC=C(N2)C(=O)OCC)COCC2=CC=CC=C2)C